1-(1H-pyrrolo[3,2-c]pyridin-3-yl)hexane-2-amine N1C=C(C=2C=NC=CC21)CC(CCCC)N